(S)-N-((R)-2-hydroxypropyl)-4-((8-methoxy-1,7-naphthyridin-4-yl)oxy)-N'-((R)-1-(4-methoxyphenyl)ethyl)benzenesulfonimidamide O[C@@H](CN[S@@](=O)(=N[C@H](C)C1=CC=C(C=C1)OC)C1=CC=C(C=C1)OC1=CC=NC2=C(N=CC=C12)OC)C